C(C)(C)(C)OC(=O)N1C(CN(CC1)C1=NC(=NC2=C(C(=C(C=C12)Cl)Br)F)F)CC#N 4-(7-bromo-6-chloro-2,8-difluoro-quinazolin-4-yl)-2-(cyanomethyl)piperazine-1-carboxylic acid tert-butyl ester